CC1=CC=C(C=C1)S(=O)(=O)OCC([C@@](C(=O)O)(N)C)C(=O)OC(C)(C)C (S)-4-p-toluenesulfonyloxy-3-tert-butoxycarbonyl-methyl-aminobutyric acid